5-[3-(4-phenyl-1H-imidazol-2-yl)chroman-6-yl]oxy-3,4-dihydro-1H-1,8-naphthyridin-2-one C1(=CC=CC=C1)C=1N=C(NC1)C1COC2=CC=C(C=C2C1)OC1=C2CCC(NC2=NC=C1)=O